S(=O)(=O)(O)CCCCCCCCCCC(=O)OO 11-sulfoundecaneperoxoic acid